C(C1=CC=CC=C1)(=O)OCCCNC(=O)[C@H]1N(CC[C@@H](C1)NC1=NC2=C(C(=CC=C2N=C1)Br)O)C(=O)OC(C)(C)C tert-butyl (2S,4S)-2-((3-(benzoyloxy)propyl)carbamoyl)-4-((7-bromo-8-hydroxyquinoxalin-2-yl)amino)piperidine-1-carboxylate